O=C1CCC2=CC(=CC=C12)C=1C(=NN(C1)C1CCN(CC1)C1CCNCC1)C1=CC=NC=C1 4-(4-(1-oxo-2,3-dihydro-1H-inden-5-yl)-3-(pyridin-4-yl)-1H-pyrazol-1-yl)-1,4'-bipiperidin